FC=1C(=C(C=C(C1)F)C1(CC1)C=O)[N+](=O)[O-] 1-(3,5-difluoro-2-nitrophenyl)cyclopropanecarbaldehyde